BrC=1C=CC(=C(C1)S(=O)(=O)N1CC(OC(C1)C)C)C(F)(F)F 4-((5-bromo-2-(trifluoromethyl)phenyl)sulfonyl)-2,6-dimethylmorpholine